BrC1=C(C=C(C(=C1)[N+](=O)[O-])OC1COC1)N1CCC(CC1)N1CCN(CC1)C 1-(1-(2-bromo-4-nitro-5-(oxetan-3-yloxy)phenyl)piperidin-4-yl)-4-methylpiperazine